FC1(CC2(CN(C2)C=2OC(=C(N2)C(=O)NC2=CC(=C(C=C2)N2CCCCC2)F)CC(F)(F)F)C1)F 2-{6,6-difluoro-2-azaspiro[3.3]heptan-2-yl}-N-[3-fluoro-4-(piperidin-1-yl)phenyl]-5-(2,2,2-trifluoroethyl)oxazole-4-carboxamide